C(CC(=O)C(=O)O)CN=C(N)N The molecule is a 2-oxo monocarboxylic acid that is 2-oxopentanoic acid in which one of the methyl hydrogens is substituted by a carbamimidamido group. It has a role as a mouse metabolite and a human metabolite. It derives from a valeric acid. It is a conjugate acid of a 5-guanidino-2-oxopentanoate. It is a tautomer of a 5-guanidino-2-oxopentanoic acid zwitterion.